(6-bromo-3-(2-chloro-5-fluorophenyl)-1-oxoisoindolin-4-yl)-5'-fluoro-3'-oxospiro[cyclopropane-1,2'-indoline]-1'-carboxamide BrC1=CC(=C2C(NC(C2=C1)=O)C1=C(C=CC(=C1)F)Cl)C1=C2C(C3(N(C2=CC=C1F)C(=O)N)CC3)=O